(R)-5-(2-methoxy-1-(1H-pyrazol-1-yl)ethyl)-1-(1H-pyrazol-4-yl)-4,6,7,8-tetrahydro-3H-9-oxa-2-thia-4-azabenzo[cd]azulene-3-one COC[C@H](N1N=CC=C1)C=1NC(C=2SC(=C3OCCCC1C23)C=2C=NNC2)=O